2'-deoxy-2',2'-di-fluorouridine triphosphate P(O)(=O)(OP(=O)(O)OP(=O)(O)O)OC[C@@H]1[C@H](C([C@@H](O1)N1C(=O)NC(=O)C=C1)(F)F)O